C(C)(=O)N1[C@H]([C@@H]([C@H](C2=CC(=CC=C12)C(=O)NCCCOC)NC1=NC=CC(=N1)C)C)C (2S,3R,4R)-1-acetyl-N-(3-methoxypropyl)-2,3-dimethyl-4-((4-methylpyrimidin-2-yl)amino)-1,2,3,4-tetrahydroquinoline-6-carboxamide